4-chloro-2-(3-(3-ethyl-1-(4-methyl-4H-1,2,4-triazol-3-yl)cyclobutyl)phenyl)-6-(((1-methylcyclobutyl)amino)methyl)isoindolin-1-one ClC1=C2CN(C(C2=CC(=C1)CNC1(CCC1)C)=O)C1=CC(=CC=C1)C1(CC(C1)CC)C1=NN=CN1C